5,6-dimethyl-1,10-phenanthroline CC1=C2C=CC=NC2=C2N=CC=CC2=C1C